acetic acid 2-(((4-methoxy-3,5-dimethylpyridin-2-yl) methyl) sulfinyl)-1H-benzo[d]imidazol-6-yl ester COC1=C(C(=NC=C1C)CS(=O)C1=NC2=C(N1)C=C(C=C2)OC(C)=O)C